(R)-(4-fluoro-2,6-dimethylphenyl)(3-(4-((1-(3-fluoropropyl)pyrrolidin-3-yl)oxy)phenoxy)-6-hydroxybenzo[b]thiophen-2-yl)methanone FC1=CC(=C(C(=C1)C)C(=O)C1=C(C2=C(S1)C=C(C=C2)O)OC2=CC=C(C=C2)O[C@H]2CN(CC2)CCCF)C